alpha-furyl-ethanol O1C(=CC=C1)C(C)O